CC1(CC1)OC=1C=C2C(=NNC2=CC1)C1=CC(=NC=C1)N1CCOC2(CNC2)C1 8-[4-[5-(1-methylcyclopropoxy)-1H-indazol-3-yl]-2-pyridinyl]-5-oxa-2,8-diazaspiro[3.5]nonane